methyl cis-3-(3-cyano-5-fluoro-anilino)cyclobutanecarboxylate C(#N)C=1C=C(N[C@H]2C[C@H](C2)C(=O)OC)C=C(C1)F